2,2-diisobutyl-3,3-dimethyl-butanedinitrile C(C(C)C)C(C#N)(C(C#N)(C)C)CC(C)C